N-[(1R)-1-[2-[bis[(4-methoxyphenyl)methyl]amino]-3-pyridyl]ethyl]-4,6-dichloro-N-ethyl-1,3,5-triazin-2-amine COC1=CC=C(C=C1)CN(C1=NC=CC=C1[C@@H](C)N(C1=NC(=NC(=N1)Cl)Cl)CC)CC1=CC=C(C=C1)OC